tert-butyl 4-({6-[3-(6-chloro-1-hydroxy-2,3-dihydro-1H-indene-4-sulfonamido)-2,6-difluorophenyl]quinazolin-2-yl}amino)piperidine-1-carboxylate ClC=1C=C(C=2CCC(C2C1)O)S(=O)(=O)NC=1C(=C(C(=CC1)F)C=1C=C2C=NC(=NC2=CC1)NC1CCN(CC1)C(=O)OC(C)(C)C)F